[C-]1(C=CC=C1)CCCOCCO.[CH-]1C=CC=C1.[Fe+2] 2-(3-ferrocenylpropoxy)ethanol